C(#N)C1=CC=C(OCC2=CC(=C(OC3=NC(=NC=C3)NC3=CC=C(C#N)C=C3)C(=C2)C)C)C=C1 4-((4-(4-((4-cyanophenoxy)methyl)-2,6-dimethylphenoxy)pyrimidin-2-yl)amino)benzonitrile